C(=O)=[Ru](Cl)(Cl)(=C=O)=C=O tricarbonyl-dichlororuthenium (II)